ClC1=CC(=C(C=C1)C=1C=2N(N=C(C1)[C@@H]1C[C@@H](OCC1)C1=CC(=NC=C1)OC)C(C(=C(N2)C)C)=O)F 9-(4-chloro-2-fluoro-phenyl)-7-[(2R,4S)-2-(2-methoxy-4-pyridyl)tetrahydropyran-4-yl]-2,3-dimethyl-pyrimido[1,2-b]pyridazin-4-one